tert-butyl (2-(2-methoxypyridin-3-yl)-2-oxoethyl)carbamate COC1=NC=CC=C1C(CNC(OC(C)(C)C)=O)=O